CC1=CC=C(C=C1)N1C(C2=CC=CC=C2C(=C1)I)=O 2-(4-methylphenyl)-4-iodoisoquinolin-1(2H)-one